7-(3,8-Diazabicyclo[3.2.1]oct-3-yl)-2-(3,4-dimethoxyphenyl)-4H-pyrido[1,2-a]pyrimidin-4-one C12CN(CC(CC1)N2)C=2C=CC=1N(C(C=C(N1)C1=CC(=C(C=C1)OC)OC)=O)C2